C(C)(=O)[O-].[Pd+2].CC1(CN(C(C2=CC=C(C=C12)[N+](=O)[O-])=O)C(=O)OC(C)(C)C)C.C(C)(=O)[O-] tert-butyl 4,4-dimethyl-6-nitro-1-oxo-3H-isoquinoline-2-carboxylate Palladium (II) acetate